Cl.Cl.Cl.C(CCCCCCCCCCCCCCC)N(C(C(C)(N)N)=O)CCCCCCCC\C=C/CCCCCCCC diaminopropionic acid-N-palmityl-N-oleyl-amide trihydrochloride